Cl.Cl.NC\C=C(\CN1C(=C(C=2C=NC=CC21)CC2=CC=C(C=C2)S(=O)(=O)N(C)C)C)/F (Z)-4-((1-(4-amino-2-fluorobut-2-en-1-yl)-2-methyl-1H-pyrrolo[3,2-c]Pyridin-3-yl)methyl)-N,N-dimethylbenzenesulfonamide dihydrochloride